Methyl (S)-2-(hydroxymethyl)-1-(oxetan-2-ylmethyl)-1H-benzo[d]imidazole-6-carboxylate OCC1=NC2=C(N1C[C@H]1OCC1)C=C(C=C2)C(=O)OC